NC1=C(C=C(C=2C(C3=CC=CC=C3C(C12)=O)=O)NC=1C=CC(=C(C1)S(=O)(=O)[O-])NC1=CC=CC=C1)C(=O)O 5-[(4-amino-3-carboxy-9,10-dioxoanthracen-1-yl)amino]-2-anilinobenzenesulfonate